(1R,2R)-2-(4-((4-chloro-1H-imidazol-1-yl)methyl)-2-methylphenyl)cyclopropane-1-carboxylic acid ClC=1N=CN(C1)CC1=CC(=C(C=C1)[C@H]1[C@@H](C1)C(=O)O)C